Cl.O1N=C(C=C1)C[C@H](CC(C)C)N (S)-1-(isoxazol-3-yl)-4-methylpentan-2-amine hydrochloride